Tetramethylammonium bisulfite S([O-])(O)=O.C[N+](C)(C)C